(2E)-3-[3,5-difluoro-1-(oxetan-2-yl)indazol-6-yl]prop-2-enoic acid FC1=NN(C2=CC(=C(C=C12)F)/C=C/C(=O)O)C1OCC1